7-bromo-5-chloro-1-((6-chloro-5-(hydroxymethyl)-2-(methylthio)pyrimidin-4-yl)methyl)-8-fluoro-1,2,3,4-tetrahydronaphthalen-1-ol BrC1=CC(=C2CCCC(C2=C1F)(O)CC1=NC(=NC(=C1CO)Cl)SC)Cl